[Ru+2](Cl)Cl ruthenium (IV) dichloride